methyl-(3-(5-(2-methyl-[1,1'-biphenyl]-3-yl)-1,3,4-oxadiazol-2-yl)benzyl)-L-arginine CN([C@@H](CCCNC(N)=N)C(=O)O)CC1=CC(=CC=C1)C=1OC(=NN1)C=1C(=C(C=CC1)C1=CC=CC=C1)C